Tert-butyl (((2R,3S)-4-bromo-5-chloro-6-fluoro-3-methyl-2-(pyridin-2-yl)-2,3-dihydrobenzofuran-2-yl)methyl)carbamate BrC1=C(C(=CC2=C1[C@@H]([C@](O2)(C2=NC=CC=C2)CNC(OC(C)(C)C)=O)C)F)Cl